FC1(OC2=C(O1)C=CC=C2NC(C2=CC=CC=C2)=O)F N-(2,2-difluoro-1,3-benzodioxol-4-yl)benzamide